FCC(CC1=C(C2=C(C=CO2)C=C1)F)N(C)C 1-fluoro-3-(7-fluorobenzofuran-6-yl)-N,N-dimethylpropan-2-amine